CN(C1CCC(CC1)NC1=NC=2N(C(C(=NC2C=N1)C1=CC(=C(C=C1)NS(=O)(=O)C1C2CCC(C1)C2)F)=O)C(C)C)C N-(4-(2-(((1r,4r)-4-(dimethylamino)cyclohexyl)amino)-8-iso-propyl-7-oxo-7,8-dihydropteridin-6-yl)-2-fluorophenyl)bicyclo-[2.2.1]heptane-2-sulfonamide